BrC=1C(=C(C=C(C1)Br)NC(=O)NC1=CC(=CC(=C1)F)F)CO 1-(3,5-dibromo-2-hydroxymethylphenyl)-3-(3,5-difluorophenyl)urea